[Li+].FC1=C(C(=C(C(=C1[B-](C1=C(C(=C(C(=C1F)F)F)F)F)(C1=C(C(=C(C(=C1F)F)F)F)F)C1=C(C(=C(C(=C1F)F)F)F)F)F)F)F)F tetra(pentafluorophenyl)borate lithium